OCC(=O)[O-] hydroxyacetate